C(C)(=O)NC[C@]12C[C@H](N([C@@H]2C1)C(=O)OC(C)(C)C)C(NC1=NC(=CC=C1C)Br)=O (1R,3S,5R)-tert-Butyl 5-(acetamidomethyl)-3-(6-bromo-3-methylpyridin-2-ylcarbamoyl)-2-azabicyclo[3.1.0]hexane-2-carboxylate